2-(2-cyclopropylmorpholin-4-yl)-6-(propan-2-yl)-4-[(4-propylphenyl)amino]-5,6-dihydro-7H-pyrrolo[3,4-d]pyrimidin-7-one C1(CC1)C1CN(CCO1)C=1N=C(C2=C(N1)C(N(C2)C(C)C)=O)NC2=CC=C(C=C2)CCC